5-(4-(4-(2-chloro-3-hydroxyphenyl)piperazin-1-yl)butoxy)-1,1a,3,7b-tetrahydro-2H-cyclopropa[c]quinolin-2-one ClC1=C(C=CC=C1O)N1CCN(CC1)CCCCOC=1C=CC=2C3C(C(NC2C1)=O)C3